FC(C=1C=2N(C=CC1)N=C(C2)[C@H]2N(CCC1=C2N=CN1)C1=NC=C(C=C1)C(F)(F)F)F (S)-4-(4-(difluoromethyl)pyrazolo[1,5-a]pyridin-2-yl)-5-(5-(trifluoromethyl)pyridin-2-yl)-4,5,6,7-tetrahydro-1H-imidazo[4,5-c]pyridine